C1(CCCC2CCCCC12)C(CCOC)OC (1-decahydronaphthyl)-1,3-dimethoxypropane